NC=1C=C(C=CC1)S(=O)(=O)NC(=O)C=1C(=NC(=CC1)C(C)(C)C)OC1=C(C=C(C=C1C)C#N)C N-(3-Aminophenyl)sulfonyl-6-tert-butyl-2-(4-cyano-2,6-dimethyl-phenoxy)pyridin-3-carboxamid